(phenylmethanediyl)difuran C1(=CC=CC=C1)C(C=1OC=CC1)C=1OC=CC1